(3-isopropyloxetan-3-yl)-2-methyl-propane-2-sulfinamide C(C)(C)C1(COC1)CC(C)(S(=O)N)C